C1(CC1)CC1=CN(C2=CC=C(C=C12)OC1=C(C=C(C=C1Cl)[N+](=O)[O-])Cl)S(=O)(=O)C1=CC=C(C=C1)C 3-(Cyclopropylmethyl)-5-(2,6-dichloro-4-nitrophenoxy)-1-(4-methylbenzenesulfonyl)indole